(2S)-1-{[1,1-Dimethyl-3-(4-pyridin-3-yl-imidazol-1-yl)-propylamino]-acetyl}-pyrrolidine-2-carbonitrile CC(CCN1C=NC(=C1)C=1C=NC=CC1)(C)NCC(=O)N1[C@@H](CCC1)C#N